1,2-Dipalmitoyl-sn-Glycero-3-phosphoethanolamin C(CCCCCCCCCCCCCCC)(=O)OC[C@@H](OC(CCCCCCCCCCCCCCC)=O)COP(=O)(O)OCCN